N-[2-[tert-butyl-(methyl)silyl]oxyethyl]-N,8-dimethyl-pyrido[1,2-a]benzimidazol-3-amine C(C)(C)(C)[SiH](OCCN(C1=CC2=NC3=C(N2C=C1)C=C(C=C3)C)C)C